1-ethyl-4-hydroxy-3-nitropyridin-2(1H)-one C(C)N1C(C(=C(C=C1)O)[N+](=O)[O-])=O